NC=1C(=C(C=C2C=C(N=CC12)NC(=O)NC)C=1C=NC=CC1C)C#N 1-[8-amino-7-cyano-6-(4-methyl-3-pyridinyl)-3-isoquinolinyl]-3-methyl-urea